2-((2R,3S,4S,5R)-3-(3,4-difluoro-2-methoxyphenyl)-4,5-dimethyl-5-(trifluoromethyl)tetrahydrofuran-2-yl)-6-methyl-5-(methylamino)pyrimidin-4(1H)-one FC=1C(=C(C=CC1F)[C@H]1[C@@H](O[C@]([C@H]1C)(C(F)(F)F)C)C=1NC(=C(C(N1)=O)NC)C)OC